C(CC)SCCC di(n-propyl) thioether